C1(CC1)OC1=CC=C(C=N1)CO (6-Cyclopropoxypyridin-3-yl)methanol